Ethyl (2-(2,4,5-trimethylcyclohex-2-en-1-yl)ethyl) carbonate C(OCC)(OCCC1C(=CC(C(C1)C)C)C)=O